(S)-8-(4-((1S,2S)-6-(tert-butoxy)-2-phenyl-1,2,3,4-tetrahydronaphthalen-1-yl)-2-fluoro-5-methoxyphenyl)-3-(dimethoxymethyl)-1-oxa-8-azaspiro[4.5]decane C(C)(C)(C)OC=1C=C2CC[C@@H]([C@@H](C2=CC1)C1=CC(=C(C=C1OC)N1CCC2(C[C@@H](CO2)C(OC)OC)CC1)F)C1=CC=CC=C1